bis(4-(dimethylamino) phenyl) ketone CN(C1=CC=C(C=C1)C(=O)C1=CC=C(C=C1)N(C)C)C